C(#N)C[C@H]1CN(CC1)C(=O)OC(C)(C)C tert-butyl (S)-3-(cyanomethyl)pyrrolidine-1-carboxylate